C(CCC)[Si](C1=CC=C(C=C1)P(N(P(C1=CC=C(C=C1)[Si](CCCC)(CCCC)CCCC)C1=C(C=CC=C1)SC)C)C1=CC=C(C=C1)[Si](CCCC)(CCCC)CCCC)(CCCC)CCCC N-(bis(4-(tributylsilyl)phenyl)phosphaneyl)-N-methyl-1-(2-(methylthio)phenyl)-1-(4-(tributylsilyl)phenyl)phosphanamine